3-Sulfopropyl methacrylate C(C(=C)C)(=O)OCCCS(=O)(=O)O